2-(1-(2,5-difluorophenyl)but-3-yn-1-yl)-4-fluoro-6-(4-(1-methylpiperidin-4-yl)phenyl)isoindolin-1-one FC1=C(C=C(C=C1)F)C(CC#C)N1C(C2=CC(=CC(=C2C1)F)C1=CC=C(C=C1)C1CCN(CC1)C)=O